Cl.CP1(CCNCC1)=O 4-methyl-1,4-azaphosphinane 4-oxide hydrochloride